ClC1=C(OC=2N=NC(=CC2C(=O)NC2=CC(=CC=C2C)S(=O)(=O)C)C(F)(F)F)C=CC(=C1)F 3-(2-chloro-4-fluorophenoxy)-N-(3-methylsulfonyl-6-methyl-phenyl)-6-(trifluoromethyl)pyridazine-4-carboxamide